2-chloro-N-(2,2-dimethoxyethyl)-5-(3,5-dimethyl-2,6-dioxo-4-thioxo-1,3,5-triazin-1-yl)-4-fluorobenzamide ClC1=C(C(=O)NCC(OC)OC)C=C(C(=C1)F)N1C(N(C(N(C1=O)C)=S)C)=O